COC1=CC=C(C=C1)NC(=O)[C@H]1[C@@H](CC[C@H](C1)C)C(C)C (1R,2S,5R)-N-(4-Methoxyphenyl)-5-methyl-2-(1-isopropyl)cyclohex-ane-carboxamide